C(CN1CCN(CCN(CC1)CC(=O)O)CC(=O)O)N1CCN(CCN(CC1)CC(=O)O)CC(=O)O 2'''-(ethane-1,2-diylbis(1,4,7-triazonane-7,1,4-triyl))tetraacetic acid